3-[2-biphenyl-2-yl-2-(4-methoxyphenoxy)-acetoxy]-1,1-dimethylpyrrolium trifluoroacetate FC(C(=O)[O-])(F)F.C1(=C(C=CC=C1)C(C(=O)OC1=C[N+](C=C1)(C)C)OC1=CC=C(C=C1)OC)C1=CC=CC=C1